[C@H]1([C@H](C1)CO)CO ((1S,2S)-cyclopropane-1,2-diyl)dimethanol